FC(C1=CC=CC(=N1)B(O)O)F (6-(difluoromethyl)pyridin-2-yl)boronic acid